CS(=O)(=O)N1CC(=CCC1)C1=C2C(=NC=C1)C=C(O2)C2=CC=C(C=C2)S(=O)(=O)C 7-(1-(methylsulfonyl)-1,2,5,6-tetrahydropyridin-3-yl)-2-(4-(methylsulfonyl)phenyl)furo[3,2-b]pyridine